C(C=C)(=O)OC1=CC(OC(C=C)=O)=C(C=C1)CCCCCC 4-hexylresorcinol diacrylate